N(=O)OO.CC=1NN2C(=CN(CC2)C(=O)OC(C)(C)C)C1 methyl-5-tert-butoxycarbonyl-6,7-dihydropyrazolo[1,5-a]pyrazine peroxynitrite